ClC1=NN(C2=NC(=NC=C21)Cl)CCCOC2=NN(C(=C2[N+](=O)[O-])C)C=2C(=NC=C(C2)F)C 3,6-Dichloro-1-(3-((1-(5-fluoro-2-methylpyridin-3-yl)-5-methyl-4-nitro-1H-pyrazol-3-yl)oxy)propyl)-1H-pyrazolo[3,4-d]pyrimidine